4-bromo-N-(2-(9,9-diphenyl-9H-fluoren-2-yl)phenyl)benzamide BrC1=CC=C(C(=O)NC2=C(C=CC=C2)C2=CC=3C(C4=CC=CC=C4C3C=C2)(C2=CC=CC=C2)C2=CC=CC=C2)C=C1